CS(=O)(C)=NCC1=NC=2C(=C3C(=NC2)NC=C3)N1C1CCC(CC1)CC#N 2-((1r,4r)-4-(2-(((Dimethyl(oxo)-λ6-sulfanylidene)amino)methyl)imidazo[4,5-d]pyrrolo[2,3-b]pyridin-1(6H)-yl)cyclohexyl)acetonitrile